(5R,8S)-6,7,8,9-tetrahydro-5H-5,8-epiminocyclohepta[d]pyrimidine N1=CN=CC2=C1C[C@@H]1CC[C@H]2N1